ClC1=CC=C(C=C1)C1(C(CCCCC1)N1N=CN=C1)O 1-(4-chlorophenyl)-2-(1H-1,2,4-triazole-1-yl)-cycloheptanol